(5-amino-3-(difluoromethyl)pyridin-2-yl)oxazolidin-2-one NC=1C=C(C(=NC1)N1C(OCC1)=O)C(F)F